2,3-difluorooxypropyl-2,3-difluoromethyloxymethyl-3-phenylpropylene oxide FOC(CC1C(C(C2=CC=CC=C2)COCF)(COCF)O1)COF